COC=1C=C(C=O)C(=CN1)OCC=1C=CC=C2C=NN(C12)C 2-methoxy-5-((1-methyl-1H-indazol-7-yl)methoxy)isonicotinaldehyde